(2-((1-(4-methoxycyclohexyl)-1H-pyrazol-4-yl)amino)-5-methylpyrimidin-4-yl)benzoic acid COC1CCC(CC1)N1N=CC(=C1)NC1=NC=C(C(=N1)C1=C(C(=O)O)C=CC=C1)C